CCCCCCCCCCCCCCCCCCCCCCC(=O)O n-Tricosanoic acid